Tert-Butyl 2-(biphenyl-3-ylmethyl)-3-oxopiperidine-1-carboxylate C1(=CC(=CC=C1)CC1N(CCCC1=O)C(=O)OC(C)(C)C)C1=CC=CC=C1